COC1=CC=C(C=C1)CN1N=C2N(C=C(C=C2)N2C(CN(CC2)C(=O)OC(C)(C)C)=O)C1=O tert-butyl 4-[2-[(4-methoxyphenyl)methyl]-3-oxo-[1,2,4]triazolo[4,3-a]pyridin-6-yl]-3-oxo-piperazine-1-carboxylate